BrC1=CC=C(C=2N1C=CN2)NC(=O)NC2=CC(=NO2)C2CC2 1-(5-bromoimidazo[1,2-a]pyridin-8-yl)-3-(3-cyclopropylisoxazol-5-yl)urea